N1=CC=CC=2C(=CC=3N(C12)CC=NC3)O pyrazino[1,2-a][1,8]naphthyridin-5-ol